BrC=1C(=C2C=C(N(C2=CC1)S(=O)(=O)C1=CC=CC=C1)C#N)OC 5-Bromo-4-methoxy-1-(phenylsulfonyl)-1H-indole-2-carbonitrile